2,2,1-trifluoro-1,2-dibromoethyl methyl ether COC(C(Br)(F)F)(Br)F